ClC1=CNC2=C(C=CC(=C12)Cl)NS(=O)(=O)C1=CC=C(C=C1)S(=O)(=O)NCCC=1OC(=CC1)C N1-(3,4-dichloro-1H-indol-7-yl)-N4-(2-(5-methylfuran-2-yl)ethyl)benzene-1,4-disulfonamide